C1(=CC=CC=C1)C(C)(C#C)O 2-phenyl-3-butyn-2-ol